(±)-(1-(3-(methylsulfonyl)phenyl)ethyl)carbamic acid tert-butyl ester C(C)(C)(C)OC(N[C@H](C)C1=CC(=CC=C1)S(=O)(=O)C)=O |r|